CC1C(CCCC1)C1=CC=C(C(=O)Cl)C=C1 4-(2-methylcyclohexyl)benzoyl chloride